1,3-dichloromethoxypropane methyl-(±)-trans-2-(hydroxymethyl)cyclopropan-1-carboxylate COC(=O)[C@H]1[C@@H](C1)CO.ClCOCCCOCCl |r|